9,10-epoxystearic acid (9,10-epoxy stearate) C(CCCCCCCC1C(CCCCCCCC)O1)(=O)O.C(CCCCCCCC1C(CCCCCCCC)O1)(=O)O